2-(3-(2-fluoro-4-methoxyphenyl)-6-oxopyridazin-1(6H)-yl)-N-isobutylacetamide FC1=C(C=CC(=C1)OC)C1=NN(C(C=C1)=O)CC(=O)NCC(C)C